CO[C@H]1[C@H](CC[C@H](C1)OS(=O)(=O)C)C(=O)OC methyl (1S,2R,4R)-2-methoxy-4-[(methylsulfonyl)oxy]cyclohexanecarboxylate